(R)-5-(tert-butoxycarbonyl)-6-methyl-4,5,6,7-tetrahydro-2H-pyrazolo[4,3-c]-pyridine-3-carboxylic acid C(C)(C)(C)OC(=O)N1CC=2C(C[C@H]1C)=NNC2C(=O)O